2-[7-bromo-2-(4-methoxyphenyl)[1,2,4]triazolo[1,5-c]quinazolin-5-yl]-N-(2-methoxyethyl)-D-alaninamide BrC1=CC=CC=2C=3N(C(=NC12)[C@@](N)(C)C(=O)NCCOC)N=C(N3)C3=CC=C(C=C3)OC